(E)-3-(4-chlorophenyl)-6-(2-methyloxyeth-2-yl)isoindolin-1-one ClC1=CC=C(C=C1)C1NC(C2=CC(=CC=C12)C(C)OC)=O